6-(3-methoxyphenoxy)-5-methyl-2-phenyl-3-(piperidin-1-yl)pyrazolo[1,5-a]pyrimidin-7(4H)-one COC=1C=C(OC2=C(NC=3N(C2=O)N=C(C3N3CCCCC3)C3=CC=CC=C3)C)C=CC1